N1C=NC(=C1)CCOC(C)=O 2-(1H-imidazol-4-yl)ethylacetate